2-chloro-6-(4,4-difluoropiperidin-1-yl)-4-methylpyridine ClC1=NC(=CC(=C1)C)N1CCC(CC1)(F)F